1-(4-(3-(4-chloro-3-fluorophenyl)-1,2,4-oxadiazol-5-yl)piperidin-1-yl)-2-(4-methyl-1,2,5-oxadiazol-3-yl)ethan-1-one ClC1=C(C=C(C=C1)C1=NOC(=N1)C1CCN(CC1)C(CC1=NON=C1C)=O)F